3-mercapto-propyl-sulfonic acid SCCCS(=O)(=O)O